[13C](CC)(=O)[O-] [13C]propionate